[Si](C)(C)(C(C)(C)C)OC1CCN(CC1)C1=C(C=CC(=C1)F)N[C@H](C)C=1C=C(C=C2C(N(C(=NC12)C1CCOCC1)C)=O)C (R)-8-(1-((2-(4-((tert-butyldimethylsilyl)oxy)piperidin-1-yl)-4-fluorophenyl)amino)ethyl)-3,6-dimethyl-2-(tetrahydro-2H-pyran-4-yl)quinazolin-4(3H)-one